C(#N)C=1C(=NC=CC1)N1CCC(CC1)CCN1N=C(C=2CCCCC12)C(=O)N1CCC(CC1)NC(C)=O N-[1-[1-[2-[1-(3-cyano-2-pyridyl)-4-piperidyl]ethyl]-4,5,6,7-tetrahydroindazole-3-carbonyl]-4-piperidyl]acetamide